O=C1CC(CCC1)S=C(C)O.ClC1=CC(=C(COC2=C(C=CC=C2)NN)C=C1)F (2-((4-Chloro-2-fluorobenzyl)oxy)phenyl)hydrazine S-(3-Oxocyclohexyl)ethanethioate